(S)-2-(4-((2,2-dimethyltetrahydro-2H-pyran-4-yl)amino)pyrido[3,4-d]pyridazin-1-yl)-5-(trifluoromethyl)phenol CC1(OCC[C@@H](C1)NC=1N=NC(=C2C1C=NC=C2)C2=C(C=C(C=C2)C(F)(F)F)O)C